3-chloro-5-isopropyl-8-((2R,3S)-3-(((S)-isopropylsulfinyl)methyl)-2-methylazetidin-1-yl)isoquinoline ClC=1N=CC2=C(C=CC(=C2C1)C(C)C)N1[C@@H]([C@H](C1)C[S@](=O)C(C)C)C